CN(C1=CC(=NC2=CC=CC=C12)C(=O)O)C 4-(dimethylamino)quinoline-2-carboxylic acid